2,4,6-trimethoxybenzoyldiphenylphosphine oxide COC1=C(C(=O)P(C2=CC=CC=C2)(C2=CC=CC=C2)=O)C(=CC(=C1)OC)OC